4-hydroxy-6-{2-[6-(trifluoromethyl)pyridin-3-yl]ethyl}pyridazine-3(2H)-one Methyl-2-(2-(2-(4-(6-azidohexanamido)phenyl)thiazole-4-carboxamido)acrylamido)acrylate COC(C(=C)NC(C(=C)NC(=O)C=1N=C(SC1)C1=CC=C(C=C1)NC(CCCCCN=[N+]=[N-])=O)=O)=O.OC=1C(NN=C(C1)CCC=1C=NC(=CC1)C(F)(F)F)=O